Cl.CC1=CC=CC2=CC=CC=C12 methylnaphthalene hydrochloride